1-(6-bromo-7-fluoro-3-nitroquinolin-4-yl)-3-(methoxymethyl)cyclobutane-1-carboxylic acid methyl ester COC(=O)C1(CC(C1)COC)C1=C(C=NC2=CC(=C(C=C12)Br)F)[N+](=O)[O-]